1-N'-[2,3-difluoro-4-[6-methoxy-7-(3-morpholin-4-ylpropoxy)pyrido[3,2-d]pyrimidin-4-yl]oxyphenyl]-1-N-(4-fluoro-phenyl)cyclopropane-1,1-dicarboxamide FC1=C(C=CC(=C1F)OC=1C2=C(N=CN1)C=C(C(=N2)OC)OCCCN2CCOCC2)NC(=O)C2(CC2)C(=O)NC2=CC=C(C=C2)F